(diisopropylamino)diethylaminosilane (2,6-dichloropyridin-4-yl)methyl-(S)-2-(methylamino)hexanoate hydrochloride Cl.ClC1=NC(=CC(=C1)COC([C@H](CCCC)NC)=O)Cl.C(C)(C)N(C(C)C)[SiH2]N(CC)CC